N1C(CCC1)C1=C(C=CC=C1)O pyrrolidin-2-yl-phenol